C(CC)NC(O[C@@H]1C[C@@H](CC1)C1=CC(=NN1)NC(=O)C=1C=NC(=CC1)OC)=O (1S,3R)-3-(3-{[(6-methoxypyridin-3-yl)carbonyl]amino}-1H-pyrazol-5-yl)cyclopentyl propylcarbamate